1-Boc-6-fluoro-1H-indole-2-boronic acid C(=O)(OC(C)(C)C)N1C(=CC2=CC=C(C=C12)F)B(O)O